BrC1=CC2=C(N=C(S2)NCCCCOC2=C(CNC(OC(C)(C)C)=O)C=CC(=C2)C#N)C=C1 tert-butyl (2-(4-((6-bromobenzo[d]thiazol-2-yl)amino)butoxy)-4-cyanobenzyl)carbamate